(3S,4R,E)-3-((tert-butyldimethylsilyl)oxy)-4-methyl-6-(4,4,5,5-tetramethyl-1,3,2-dioxaborolan-2-yl)hex-5-En-1-ol tert-butyl-(4-ethynylindoline-1-carbonyl)pyrrolidine-1-carboxylate C(C)(C)(C)C1(N(CCC1)C(=O)OCC[C@@H]([C@@H](\C=C\B1OC(C(O1)(C)C)(C)C)C)O[Si](C)(C)C(C)(C)C)C(=O)N1CCC2=C(C=CC=C12)C#C